2,3-dimethylbenzenesulfonic acid sodium salt [Na+].CC1=C(C=CC=C1C)S(=O)(=O)[O-]